C(C1=CC=CC=C1)N1CC(OCCC1)CC#N 2-(4-benzyl-1,4-oxazepan-2-yl)acetonitrile